3-(2-(2,6-dioxopiperidin-3-yl)-1-oxoisoindol-5-yl)propan O=C1NC(CCC1N1C(C2=CC=C(C=C2C1)CCC)=O)=O